C(C)(=O)N1CCN(CC1)C1CCN(CC1)C1=C(C=C(C(=C1)OC)NC1=NC=NC(=C1)N1OCC[C@@H]1C1=C(C=C(C=C1)Cl)F)NC(C=C)=O N-(2-(4-(4-acetylpiperazine-1-yl)piperidine-1-yl)-5-((6-((R)-3-(4-chloro-2-fluorophenyl)isoxazolidine-2-yl)pyrimidine-4-yl)amino)-4-methoxyphenyl)acrylamide